5-amino-N-(3-(7-(((3S,4R)-3-fluoropiperidin-4-yl)amino)-3-(2,2,2-trifluoroethyl)pyrazolo[1,5-a]pyridin-2-yl)prop-2-yn-1-yl)-1-isopropyl-1H-pyrazole-4-carboxamide NC1=C(C=NN1C(C)C)C(=O)NCC#CC1=NN2C(C=CC=C2N[C@H]2[C@H](CNCC2)F)=C1CC(F)(F)F